palmitoyl-lauric acid C(CCCCCCCCCCCCCCC)(=O)C(C(=O)O)CCCCCCCCCC